2-(4-(1-(6-fluoro-1-methyl-[1,2,4]triazolo[4,3-a]quinazolin-5-yl)-1,2,3,4-tetrahydroquinolin-5-yl)-2-methylbut-3-yn-2-yl)-4,5-dimethyloxazole FC1=C2C(=NC=3N(C2=CC=C1)C(=NN3)C)N3CCCC1=C(C=CC=C31)C#CC(C)(C)C=3OC(=C(N3)C)C